Cl.N1CCC(CC1)SC1=CC=C(C=O)C=C1 4-(piperidin-4-ylthio)benzaldehyde hydrogen chloride